N-(1-oxohexyl)-L-cysteine O=C(CCCCC)N[C@@H](CS)C(=O)O